(3-(5-(2-((tert-butoxycarbonyl)(4-(trifluoromethyl)phenyl)amino)phenyl)-1,3,4-oxadiazol-2-yl)-1-(4-methoxybenzyl)-2-oxopyrrolidin-3-yl)methyl acetate C(C)(=O)OCC1(C(N(CC1)CC1=CC=C(C=C1)OC)=O)C=1OC(=NN1)C1=C(C=CC=C1)N(C1=CC=C(C=C1)C(F)(F)F)C(=O)OC(C)(C)C